CCCCCCCCCCCCC(=O)OC[C@H](COP(=O)(O)OC[C@H](CO)O)OC(=O)CCC/C=C\C/C=C\C/C=C\C/C=C\CCCCC 1-tridecanoyl-2-(5Z,8Z,11Z,14Z-eicosatetraenoyl)-glycero-3-phospho-(1'-sn-glycerol)